CC=1N=C(SC1)C1=C(C(C2=CC(=CC=C12)OCCCC1=CC=CC=C1)=O)C=1SC=CC1 3-(4-methylthiazol-yl)-6-(3-phenylpropoxy)-2-(thiophen-2-yl)-1H-inden-1-one